methyl (1S,3S)-3-((2-(3-(((benzyl(methyl)carbamoyl)oxy)methyl)-5-chlorothiophen-2-yl)-4-methylpyrimidin-5-yl)oxy)cyclohexane-1-carboxylate C(C1=CC=CC=C1)N(C(=O)OCC1=C(SC(=C1)Cl)C1=NC=C(C(=N1)C)O[C@@H]1C[C@H](CCC1)C(=O)OC)C